NCC=1C=C(C=CC1)C=1C=C(C2=C(C(=CO2)COC2=C(C=CC=C2)CC(=O)OCC)C1)C1=C(C=CC=C1C)C ethyl 2-(2-((5-(3-(aminomethyl)phenyl)-7-(2,6-dimethylphenyl)benzofuran-3-yl)methoxy)phenyl)acetate